5-chloro-3-(2-(3-(4-methoxyphenyl)-4-oxothiazolidin-2-ylidene)hydrazono)-1H-indol-2-one ClC=1C=C2C(C(NC2=CC1)=O)=NN=C1SCC(N1C1=CC=C(C=C1)OC)=O